OCCN1CNCC1 1-(2-hydroxyethyl)imidazolidine